1-[4-(1-Hydroxyethyl)-6-[6-[(6-methylpyridazin-3-yl)amino]benzimidazol-1-yl]-2-pyridyl]-5-methyl-pyrazole-3-carbonitrile OC(C)C1=CC(=NC(=C1)N1C=NC2=C1C=C(C=C2)NC=2N=NC(=CC2)C)N2N=C(C=C2C)C#N